ClC1=CC=C(OC2CN(C2)C=2C(=C(C(=O)O)C=CC2)N2C=CC=C2)C=C1 3-(3-(4-chlorophenoxy)azetidin-1-yl)-2-(1H-pyrrol-1-yl)benzoic acid